2-(6-{5-chloro-2-[(oxacyclohex-4-yl)amino]pyridin-4-yl}-1-oxo-2,3-dihydro-1H-isoindol-2-yl)acetic acid tert-butyl ester C(C)(C)(C)OC(CN1C(C2=CC(=CC=C2C1)C1=CC(=NC=C1Cl)NC1CCOCC1)=O)=O